4,4'-methylenebis[phenylmethylamine] C(C1=CC=C(C=C1)CN)C1=CC=C(C=C1)CN